(R)-azetidin-1-yl(5-(4-(4-fluoropyrazolo[1,5-a]pyridin-2-yl)-1,4,6,7-tetrahydro-5H-imidazo[4,5-c]pyridin-5-yl)pyrazin-2-yl)methanone N1(CCC1)C(=O)C1=NC=C(N=C1)N1[C@H](C2=C(CC1)NC=N2)C2=NN1C(C(=CC=C1)F)=C2